5-bromo-3-iodo-1-(methyl-d3)pyridin-2(1H)-one BrC=1C=C(C(N(C1)C([2H])([2H])[2H])=O)I